C1(=CC=CC=C1)P(C1=CC=CC=C1)(C1=CC=CC=C1)C1=CC=CC=C1 triphenyl-(phenyl)Phosphine